N-(6-iodopyridazin-3-yl)-2-(5-chloropyridin-2-yl)acetamide IC1=CC=C(N=N1)NC(CC1=NC=C(C=C1)Cl)=O